C1(C(=CC(C2=CC=CC=C12)=O)S(=O)(=O)[O-])=O.[Na+] Sodium naphthoquinonesulfonate